3-(1-methyl-1H-imidazo[4,5-b]pyridin-6-yl)-3-(5-(2-(5,6,7,8-tetrahydro-1,8-naphthyridin-2-yl)ethoxy)-1H-indazol-1-yl)propanoic acid CN1C=NC2=NC=C(C=C21)C(CC(=O)O)N2N=CC1=CC(=CC=C21)OCCC2=NC=1NCCCC1C=C2